(E)-3-(4-trifluoromethoxybenzenesulfonyl)-1-phenyl-2-propen-1-one FC(OC1=CC=C(C=C1)S(=O)(=O)/C=C/C(=O)C1=CC=CC=C1)(F)F